(3R,4R)-4-((4-(3-(chloromethyl)-4-isopropylquinolin-6-yl)-5-fluoropyrimidin-2-yl)amino)tetrahydro-2H-pyran-3-ol ClCC=1C=NC2=CC=C(C=C2C1C(C)C)C1=NC(=NC=C1F)N[C@H]1[C@H](COCC1)O